BrCC(C(=O)OC)=O methyl 3-bromo-2-oxo-propanoate